CC1=CC=C(C=C1)S(=O)(=O)N[C@H]1[C@@H](CCCC1)C(=O)O trans-2-(4-methylphenylsulfonylamino)cyclohexanecarboxylic acid